C[C@H]1[C@H]([C@H]([C@@H]([C@@H](O1)O[C@@H]2[C@H]([C@@H](O[C@@H]([C@H]2O[C@H]3[C@@H]([C@H]([C@H]([C@H](O3)CO)O)O)NC(=O)C)CO)O[C@H]4[C@H]([C@H](O[C@H]([C@@H]4O)O[C@@H]5[C@H](OC([C@@H]([C@H]5O)O)O)CO)CO)O)NC(=O)C)O)O)O The molecule is an amino pentasaccharide consisting of a di-N-acetylated lactosediamine to which is linked (1->3) an alpha-L-fucosyl residue and which is in turn linked (1->3) to the galectose residue of a second lactose moiety. Saccharide portion of the antigen lacdiNAc fucopentaose-BSA. It is an amino pentasaccharide and a glucosamine oligosaccharide.